ClC1=C(C=CC(=C1)Cl)C1=NC(=NC(=N1)C(Cl)(Cl)Cl)C(Cl)(Cl)Cl 2-(2,4-dichlorophenyl)-4,6-bis(trichloromethyl)s-triazine